CN1C=C(C=2C1=CN=C(C2)NC(C)=O)C2=NC(=CC(=C2)C2=NC=CC=C2)SC N-(1-methyl-3-(6'-(methylthio)-[2,4'-bipyridyl]-2'-yl)-1H-pyrrolo[2,3-c]pyridin-5-yl)acetamide